(cyclopropylsulfonyl)[3-fluoro-4-({8-fluoro-2-oxo-7-(3-pyridazinyloxy)-2H,3H-spiro[1,3-benzoxazine-4,1'-cyclobutan]-3-yl}methyl)-2-pyridyl]amine C1(CC1)S(=O)(=O)NC1=NC=CC(=C1F)CN1C(OC2=C(C=CC(=C2F)OC=2N=NC=CC2)C12CCC2)=O